The molecule is an unsaturated fatty acid anion that is the conjugate base of trans-2-dodecenoic acid obtained by deprotonation of the carboxy group; major species at pH 7.3. It is an unsaturated fatty acid anion and a medium-chain fatty acid anion. It is a conjugate base of a trans-2-dodecenoic acid. CCCCCCCCC/C=C/C(=O)[O-]